BrC1=CC(=C(C(=O)NC=2C=C3C(=NN(C3=CC2)C)N2CCC(CC2)(F)F)C=C1)N1CCC2(CC2)CC1 4-bromo-N-(3-(4,4-difluoropiperidin-1-yl)-1-methyl-1H-indazol-5-yl)-2-(6-azaspiro[2.5]octane-6-yl)benzamide